2-fluoro-N-(5-(6-fluoro-5,7-bis(methylthio)-1H-indazol-4-yl)pyrazolo[1,5-a]pyridin-2-yl)cyclopropane-1-carboxamide FC1C(C1)C(=O)NC1=NN2C(C=C(C=C2)C2=C3C=NNC3=C(C(=C2SC)F)SC)=C1